N-(4-((3-hydroxy-2,2-dimethylpropyl)amino)quinoline-3-yl)pentanamide OCC(CNC1=C(C=NC2=CC=CC=C12)NC(CCCC)=O)(C)C